N[C@@H]1CN(C[C@H]1OC)C=1C=C2CN3[C@@H](C2=CC1)CN(C[C@H]3C)C=3C=1N(C(=CC3)C#N)N=CC1F 4-[(4r,10bs)-8-[(3r,4r)-3-amino-4-methoxy-pyrrolidin-1-yl]-4-methyl-3,4,6,10b-tetrahydro-1H-pyrazino[2,1-a]isoindol-2-yl]-3-fluoro-pyrazolo[1,5-a]pyridine-7-carbonitrile